1-(3-ethoxy-4-methoxyphenyl)-2-(methanesulfonyl)ethanone C(C)OC=1C=C(C=CC1OC)C(CS(=O)(=O)C)=O